Tert-butyl 4-[3-[[3-(difluoromethyl)-1-(4-isopropoxycarbonyloxycarbonylphenyl) pyrazol-4-yl]carbamoyl]pyrazolo[1,5-a]pyrimidin-5-yl]piperazine-1-carboxylate FC(C1=NN(C=C1NC(=O)C=1C=NN2C1N=C(C=C2)N2CCN(CC2)C(=O)OC(C)(C)C)C2=CC=C(C=C2)C(=O)OC(=O)OC(C)C)F